ClC1=C(C=C(C=C1)[C@@H](CC(=O)O)C1CC1)NC([C@H]([C@H](C(F)(F)F)C)C1CC2=CC=CC=C2C1)=O (S)-3-(4-chloro-3-((2S,3R)-2-(2,3-dihydro-1H-inden-2-yl)-4,4,4-trifluoro-3-Methylbutanamido)phenyl)-3-cyclopropylpropionic acid